Cl.O=CC(=O)O 2-oxoacetate hydrochloride